Cl.ClC=1C=C(C(=NC1)COC1=NC(=CC=C1)C1CCNCC1)F 5-chloro-3-fluoro-2-(((6-(piperidin-4-yl)pyridin-2-yl)oxy)methyl)pyridine hydrochloride salt